C1(CCCC1)OC1=C(C(=C(C=C1)C1=C(C(=C(C=C1)O)F)F)F)F 4-[4'-(cyclopentyloxy)-2',3'-difluorophenyl]-2,3-difluorophenol